FC=1C=C(COC2CN(C2)C(=O)N2C[C@@H]3[C@@H](OCC(N3)=O)CC2)C=CC1OC(F)(F)F (4aR,8aS)-6-(3-((3-Fluoro-4-(trifluoromethoxy)benzyl)oxy)azetidine-1-carbonyl)hexahydro-2H-pyrido[4,3-b][1,4]oxazin-3(4H)-one